heptyl dithiocarbamate C(N)(SCCCCCCC)=S